OC1(CC(C1)C(=O)N1CC2(C1)C[C@@H](CC2)C2=CC(=C(C=C2)C)OC(F)(F)F)C |r| (rac)-((1s,3s)-3-Hydroxy-3-methylcyclobutyl)(6-(4-methyl-3-(trifluoromethoxy)phenyl)-2-azaspiro[3.4]octan-2-yl)methanon